t-pentylperoxy sec-butyl monocarbonate C(OOOC(C)(C)CC)(OC(C)CC)=O